OCC=1C=C(C=CC1)C1=CC=C(C=C1)C=1C=CC2=C(NC(=N2)C)C1 6-(3'-(Hydroxymethyl)-[1,1'-Biphenyl]-4-yl)-2-Methyl-1H-benzo[d]Imidazol